CN(C1=CC=CC=C1)C[Si](C)(C)C N-methyl-N-((trimethylsilyl)methyl)aniline